[N+](=O)([O-])C1=CC(=CC2=CC(=CC(=C12)S(=O)(=O)O)S(=O)(=O)O)S(=O)(=O)O 1-nitronaphthalene-3,6,8-trisulfonic acid